methylenebismyristate C(CCCCCCCCCCCCCC(=O)[O-])CCCCCCCCCCCCCC(=O)[O-]